6-(3-(4-cyclopropylpiperazin-1-yl)phenyl)-1,4-dimethyl-2-(4-(methylsulfonyl)phenyl)-1H-pyrrolo[3,2-c]pyridine C1(CC1)N1CCN(CC1)C=1C=C(C=CC1)C1=CC2=C(C(=N1)C)C=C(N2C)C2=CC=C(C=C2)S(=O)(=O)C